C[C@@H]1O[C@@H](CN(C1)C1=CC=CC(=N1)C1=NC2=CC(=NC=C2C=C1)CNC(OC(C)(C)C)=O)C tert-butyl ((2-(6-((cis)-2,6-dimethylmorpholino)pyridin-2-yl)-1,6-naphthyridin-7-yl)methyl)carbamate